(2S,6R)-2,6-dimethyl-4-(5-nitropyridin-2-yl)morpholine methyl-3-methylpyrrolo[1,2-a]pyrazine-6-carboxylate COC(=O)C1=CC=C2N1C=C(N=C2)C.C[C@H]2CN(C[C@H](O2)C)C2=NC=C(C=C2)[N+](=O)[O-]